COCCOC1=CC=C(C=C1)N1CCN(CC1)C(C(C)C1=CC=CC=C1)=O 1-(4-(4-(2-methoxyethoxy)phenyl)piperazin-1-yl)-2-phenylpropan-1-one